N-(2-fluoro-2-methylpropyl)-7-[(5-oxo-2H-furan-3-yl)amino]-7,8-dihydro-6H-cyclopenta[g]isoquinoline-5-sulfonamide FC(CNS(=O)(=O)C=1C=2C=CN=CC2C=C2C1CC(C2)NC=2COC(C2)=O)(C)C